((4R,5R)-5-(2-iodophenyl)-2-phenyl-1,3-dioxolan-4-yl)methanol IC1=C(C=CC=C1)[C@@H]1[C@H](OC(O1)C1=CC=CC=C1)CO